(8-(5-((3,4-dichlorophenyl)difluoromethyl)-1,3,4-oxadiazol-2-yl)-2,6-diazaspiro[3.4]octan-2-yl)((S)-2,2-dimethylcyclopropyl)methanone ClC=1C=C(C=CC1Cl)C(C1=NN=C(O1)C1CNCC12CN(C2)C(=O)[C@@H]2C(C2)(C)C)(F)F